NN1C(N(N=CC1=O)C1=CC(=C(C(=C1)Cl)OC1=CNC(C(=C1)C(C)C)=O)Cl)=O amino-2-(3,5-dichloro-4-((5-isopropyl-6-oxo-1,6-dihydropyridin-3-yl)oxy)phenyl)-1,2,4-triazine-3,5(2H,4H)-dione